NC1=NC2=CC(=C(C=C2C(=C1)CO)C(=O)N1C(CCCC1)C1=C2C=CN(C2=CC=C1)C1CCN(CC1)C)F (2-amino-7-fluoro-4-(hydroxymethyl)quinolin-6-yl)(2-(1-(1-methylpiperidin-4-yl)-1H-indol-4-yl)piperidin-1-yl)methanone